O1CCN(C2=C1C=CC=C2)NC(=O)C=2C=NC1=C(N=CC=C1C2N2CCS(CC2)(=O)=O)C2=C(C(=CC(=C2)F)F)F N-(2,3-dihydro-1,4-benzoxazin-4-yl)-4-(1,1-dioxo-1,4-thiazinan-4-yl)-8-(2,3,5-trifluorophenyl)-1,7-naphthyridine-3-carboxamide